C[C@@]1(C[C@@]2([C@@H](CC(=O)O2)OO1)C)CCCCCCCCCCC3=CC=C(C=C3)O The molecule is an organic heterobicyclic compound that is a cyclic peroxy compound isolated from the Australian marine sponge Plakinastrella clathrata. It has a role as a metabolite. It is a gamma-lactone, an organic heterobicyclic compound and a member of phenols.